3-Hydroxy-2-iodophenyl methacrylate C(C(=C)C)(=O)OC1=C(C(=CC=C1)O)I